FC1=CC=C(C=C1)CC=1C=C(C=CC1OCOC)C(C1=C(C=C(C=C1C)O)C)O 4-[(3-[(4-fluorophenyl)methyl]-4-(methoxymethoxy)phenyl)(hydroxy)methyl]-3,5-dimethylphenol